C(C)(C)(C)OC(=O)N1C(CN(CC1)C1=NC(=NC2=CC(=CC=C12)Br)OC[C@H]1N(CCC1)C)CC#N 4-(7-bromo-2-(((S)-1-methylpyrrolidin-2-yl)methoxy)Quinazolin-4-yl)-2-(cyanomethyl)piperazine-1-carboxylic acid tert-butyl ester